6-(1-(cyclopropylmethyl)-1H-pyrazol-4-yl)-N-(5-methyl-2-morpholinopyridin-4-yl)picolinamide C1(CC1)CN1N=CC(=C1)C1=CC=CC(=N1)C(=O)NC1=CC(=NC=C1C)N1CCOCC1